7-bromonaphtho[1,8-de][1,3]oxazin-2(3H)-one BrC=1C2=CC=CC=3NC(OC(C32)=CC1)=O